1-cyclopropyl-N-(6-(5-methyl-1,3,4-thiadiazol-2-yl)isoquinolin-3-yl)piperidine-4-carboxamide C1(CC1)N1CCC(CC1)C(=O)NC=1N=CC2=CC=C(C=C2C1)C=1SC(=NN1)C